(1s,3s)-3-[(1-{6-[2-(methoxymethoxy)-4-(6-methoxypyridazin-4-yl)phenyl]pyridazin-3-yl}pyrrolidin-3-yl)amino]cyclobutan-1-ol COCOC1=C(C=CC(=C1)C1=CN=NC(=C1)OC)C1=CC=C(N=N1)N1C[C@H](CC1)NC1CC(C1)O